FC(C(=O)N[C@@H]1[C@H](N(C(C1)=O)C=1C=C2C=NN(C2=CC1)CC1=C(C=CC=C1)F)C1=CC=C(C=C1)F)(C)F |r| 2,2-difluoro-N-[rac-(2R,3S)-2-(4-fluorophenyl)-1-[1-[(2-fluorophenyl)methyl]indazol-5-yl]-5-oxo-pyrrolidin-3-yl]propanamide